COC=1C=C(C=CC1)N1N=CC=C1C(=O)O (3-methoxyphenyl)-1H-pyrazole-5-carboxylic acid